COCCO[C@@]1([C@H](O)[C@H](O)[C@@H](CO)O1)N1C=NC=2C(=O)NC(N)=NC12 2-MethoxyEthoxyguanosine